[(2R)-2-[4-[[2-allyl-1-[(7R)-7-ethyl-7-hydroxy-5,6-dihydrocyclopenta[b]pyridin-2-yl]-3-oxo-pyrazolo[3,4-d]pyrimidin-6-yl]amino]phenyl]-2-hydroxy-ethyl] methanesulfonate CS(=O)(=O)OC[C@H](O)C1=CC=C(C=C1)NC1=NC=C2C(=N1)N(N(C2=O)CC=C)C2=CC=C1C(=N2)[C@@](CC1)(O)CC